C(C)C=1OC2=C(C1N(C(=O)N)S(N(C1CN(CCC1)C)C=1C=NN(C1)C)(=O)=O)CCCC2 (2-Ethyl-4,5,6,7-tetrahydro-1-benzofuran-3-yl)-1-[(1-methyl-1H-pyrazol-4-yl)(1-methylpiperidin-3-yl)sulfamoyl]urea